FC(CN1C(=NC2=C1C=C(C=C2F)C2=CNC=1N=C(N=C(C12)OC)NC1CC(C1)(C)NC(CC)=O)C)F N-((1r,3r)-3-((5-(1-(2,2-difluoroethyl)-4-fluoro-2-methyl-1H-benzo[d]imidazol-6-yl)-4-methoxy-7H-pyrrolo[2,3-d]pyrimidin-2-yl)amino)-1-methylcyclobutyl)propionamide